N2-((1R,4R)-4-aminocyclohexyl)-N4-(5-cyclopentyl-1H-pyrazol-3-yl)N2,N4-dimethylpyrimidine-2,4-diamine NC1CCC(CC1)N(C1=NC=CC(=N1)N(C)C1=NNC(=C1)C1CCCC1)C